ClC=1C=C(C=CC1)[C@@H]1[C@H](C1)C(=O)NC1=NC=NC(=C1)NCC=1N=C2N(C=C(C=C2N2CC(N(CC2)C)COC)C2CC2)C1 (1S,2S)-2-(3-chlorophenyl)-N-(6-(((6-cyclopropyl-8-(3-(methoxymethyl)-4-methylpiperazin-1-yl)imidazo[1,2-a]pyridin-2-yl)methyl)amino)pyrimidin-4-yl)cyclopropane-1-carboxamide